N1N=CC(=C1)CN1CC2(CC1)C(N(CC1=C2N=C(N=C1)NCC1CC1)C1=CC=C(C=C1)OC)=O 1'-((1H-pyrazol-4-yl)methyl)-2-((cyclopropylmethyl)amino)-6-(4-methoxyphenyl)-5H-spiro[pyrido[4,3-d]pyrimidin-8,3'-pyrrolidin]-7(6H)-one